FC=1C(=C(C=O)C=CC1)OC 3-fluoro-2-methoxy-benzaldehyde